methyl 2-(4-((2R,3R)-3-(2-oxabicyclo[2.2.2]octan-4-ylmethoxy)-2-(((benzyloxy)carbonyl)amino)butoxy)cyclohexyl)benzoate C12OCC(CC1)(CC2)CO[C@@H]([C@@H](COC2CCC(CC2)C2=C(C(=O)OC)C=CC=C2)NC(=O)OCC2=CC=CC=C2)C